COC1=C(C(=NC=C1C)CO)C 4-methoxy-3,5-dimethyl-2-hydroxymethylpyridine